C(C)C1(OCC=C(C1)C)CC 2,2-diethyl-4-methyl-3,6-dihydro-2H-pyran